ClC1=CC=C(C(=N1)C1=NN(C=N1)C)NC(C)C=1C=2C3=C(N(C(C2C=C(C1)C)=O)CC)N(N=C3)C3CN(CC3)C(=O)OC methyl 3-(9-(1-((6-chloro-2-(1-methyl-1H-1,2,4-triazol-3-yl)pyridin-3-yl)amino)ethyl)-4-ethyl-7-methyl-5-oxo-4,5-dihydro-3H-pyrazolo[3,4-c]isoquinolin-3-yl)pyrrolidine-1-carboxylate